[C-]#N.C(CCCCCCCCCC)[NH+]1CCC(CC1)C 1-Undecyl-4-Methylpiperidinium cyanid